(Z)-3-(3-(3,5-bis(trifluoromethyl)phenyl)-1H-pyrrol-1-yl)-1-(3,3-difluoroazetidin-1-yl)prop-2-en-1-one FC(C=1C=C(C=C(C1)C(F)(F)F)C1=CN(C=C1)\C=C/C(=O)N1CC(C1)(F)F)(F)F